2-(1-methyl-4-oxocinnolin-3-yl)-N-[(1S)-1-[4-(trifluoromethoxy)phenyl]ethyl]acetamide CN1N=C(C(C2=CC=CC=C12)=O)CC(=O)N[C@@H](C)C1=CC=C(C=C1)OC(F)(F)F